Purin-4-amine N=1C=NC2(N=CN=C2C1)N